6-(2-(5-cyclopropyl-3-(3,5-dichloropyridin-4-yl)isoxazol-4-yl)-7-azaspiro[3.5]non-1-en-7-yl)nicotinic acid C1(CC1)C1=C(C(=NO1)C1=C(C=NC=C1Cl)Cl)C1=CC2(C1)CCN(CC2)C2=NC=C(C(=O)O)C=C2